N-[(1R)-1-[3-amino-5-(trifluoromethyl)phenyl]ethyl]-6-oxo-1-phenyl-pyridazine-3-carboxamide NC=1C=C(C=C(C1)C(F)(F)F)[C@@H](C)NC(=O)C1=NN(C(C=C1)=O)C1=CC=CC=C1